[Cl-].C(CC)[NH+](C)CC(O)O propyl-dihydroxyethyl-methyl-ammonium chloride